8-iodo-adenine IC1=NC2=NC=NC(=C2N1)N